C1(CCC1)OC([C@H](C)NP(=O)(OC1=CC=C(C=C1)C1CC1)OC(C(=O)[O-])CC1C(COC1)CCC(=O)[O-])=O (((((S)-1-cyclobutoxy-1-oxopropan-2-yl) amino) (4-cyclopropylphenoxy) phosphoryl) oxy)Tetrahydrofuran-3,4-diyldipropionate